C1(CC1)C1=NC=NC(=C1C=1N(C(C2=C(N1)CNC2)=O)CC2=CC=C(C=C2)C=2N(C=C(N2)C(F)(F)F)C)OC 2-(4-cyclopropyl-6-methoxy-pyrimidin-5-yl)-3-[[4-[1-methyl-4-(trifluoromethyl)imidazol-2-yl]phenyl]methyl]-6,7-dihydro-5H-pyrrolo[3,4-d]pyrimidin-4-one